4-{1-[(2R,7aS)-2-fluoro-hexahydropyrrolizin-7a-yl]ethoxy}-6-{6-[(tert-butyldiphenylsilyl)oxy]-6-methyl-1,4-oxazepan-4-yl}-N-hydroxy-1,3,5-triazine-2-carboximidamide F[C@@H]1C[C@@]2(CCCN2C1)C(C)OC1=NC(=NC(=N1)N1CCOCC(C1)(C)O[Si](C1=CC=CC=C1)(C1=CC=CC=C1)C(C)(C)C)C(NO)=N